1-(5-chloro-3-iodo-4,6-dimethyl-2-pyridinyl)-4,4-difluoro-azepane ClC=1C(=C(C(=NC1C)N1CCC(CCC1)(F)F)I)C